3-amino-N-(7-{9-amino-4,10-dioxa-7-azadispiro[2.1.45.23]undecan-7-yl}-2H,3H,4H-pyrano[2,3-b]pyridin-3-yl)-5-fluoro-6-methylthieno[2,3-b]pyridine-2-carboxamide NC1=C(SC2=NC(=C(C=C21)F)C)C(=O)NC2CC=1C(=NC(=CC1)N1CC3(OC4(CC4)CO3)C(C1)N)OC2